C(C)(C)(C)OC(=O)N[C@@H]1[C@@H](C=C(C1)C(=O)O)O (3R,4S)-4-[(tert-Butoxycarbonyl)amino]-3-hydroxycyclopent-1-ene-1-carboxylic acid